N1CCC2(CC1)C(CCC1=CC=CC=C12)N 3,4-dihydro-2H-spiro[naphthalene-1,4'-piperidin]-2-amine